NC1=NN2C(C=C(C=C2)C=2C=C(C(=NC2)OC)C(=O)NCC=2C(=NC=CC2)OC2CCCC2)=N1 5-{2-amino-[1,2,4]triazolo[1,5-a]pyridin-7-yl}-N-{[2-(cyclopentyloxy)pyridin-3-yl]methyl}-2-methoxypyridine-3-carboxamide